CC(=O)NNC(=O)C N,N'-diacetylhydrazine